O=S1([C@@H](CNCC1)C=1N=CN(C1)C1=C(C=C(C=N1)NC(CC1=C(C(=CC=C1)C(F)(F)F)F)=O)F)=O (S)-N-(6-(4-(1,1-dioxidothiomorpholin-2-yl)-1H-imidazol-1-yl)-5-fluoropyridin-3-yl)-2-(2-fluoro-3-(trifluoromethyl)phenyl)acetamide